2-fluoro-5-methoxy-4-nitro-benzoic acid FC1=C(C(=O)O)C=C(C(=C1)[N+](=O)[O-])OC